ClC1=CC=C2C(=CNC2=C1)S(=O)(=O)NC1=NC(=C(C=C1F)OC(F)F)F 6-chloro-N-[5-(difluoromethoxy)-3,6-difluoropyridin-2-yl]-1H-indole-3-sulfonic acid amide